3-amino-N-(2,6-dichloro-2'-(trifluoromethoxy)-[1,1'-biphenyl]-4-yl)-2-(4-(methylsulfonyl)phenyl)propanamide NCC(C(=O)NC1=CC(=C(C(=C1)Cl)C1=C(C=CC=C1)OC(F)(F)F)Cl)C1=CC=C(C=C1)S(=O)(=O)C